FC(OC1=CC=C2C=C(N=CC2=C1)C=1N=NNC1)(F)F 4-(7-(trifluoromethoxy)isoquinolin-3-yl)-1H-1,2,3-triazole